6-((5-cyclopropyl-3-(6-methylpyridin-3-yl)isoOxazol-4-yl)methoxy)-N-(2-oxaspiro[3.3]Hept-6-yl)pyridazine-3-carboxamide C1(CC1)C1=C(C(=NO1)C=1C=NC(=CC1)C)COC1=CC=C(N=N1)C(=O)NC1CC2(COC2)C1